2-(1-(tert-butylsulfanyl)ethyl)benzoic acid C(C)(C)(C)SC(C)C1=C(C(=O)O)C=CC=C1